7-((2S,5R)-4-(bis(4-fluorophenyl)methyl)-2,5-dimethylpiperazin-1-yl)-5-chloro-2-methyl-3H-imidazo[4,5-b]pyridine FC1=CC=C(C=C1)C(N1C[C@@H](N(C[C@H]1C)C1=C2C(=NC(=C1)Cl)NC(=N2)C)C)C2=CC=C(C=C2)F